(3-(Difluoromethyl)-4-fluorophenyl)-1-(2-methoxypyrimidin-5-yl)-1-((5-(trifluoromethyl)-1H-pyrazol-3-yl)methyl)urea FC(C=1C=C(C=CC1F)NC(N(CC1=NNC(=C1)C(F)(F)F)C=1C=NC(=NC1)OC)=O)F